ClC1=C(N)C(=C(C(=C1C(F)(F)F)Cl)C(F)(F)F)Cl 2,4,6-trichloro-3,5-bis(trifluoromethyl)aniline